1-(4-(3-ethoxy-3-oxopropyl)phenyl)azetidine-3-carboxylic acid C(C)OC(CCC1=CC=C(C=C1)N1CC(C1)C(=O)O)=O